5-((6-(3-cyclopropyl-4-(quinoxalin-2-yl)-1H-pyrazol-1-yl)hexyl)amino)-2-(2,6-dioxopiperidin-3-yl)isoindoline-1,3-dione C1(CC1)C1=NN(C=C1C1=NC2=CC=CC=C2N=C1)CCCCCCNC=1C=C2C(N(C(C2=CC1)=O)C1C(NC(CC1)=O)=O)=O